6-bromo-N-[5-(2-cyanocyclopropyl)-4,6-dimethoxy-pyrimidin-2-yl]-7-(triazol-2-yl)-1H-indole-3-sulfonamide BrC1=CC=C2C(=CNC2=C1N1N=CC=N1)S(=O)(=O)NC1=NC(=C(C(=N1)OC)C1C(C1)C#N)OC